C(=O)([O-])[C@H](O)[C@@H](O)C(=O)[O-] L-tartrate